CC(C(=O)C1=CC=CC=C1)CC=1SC=CC1 2-methyl-1-phenyl-3-(thiophen-2-yl)propan-1-one